FC(C1=C(C=C(C=C1)C(F)(F)F)S(=O)(=O)Cl)(F)F 2,5-bis(trifluoromethyl)benzene-1-sulfonyl chloride